9-oxo-9-(eicosan-13-yloxy)nonanoic acid O=C(CCCCCCCC(=O)O)OC(CCCCCCCCCCCC)CCCCCCC